FC(OC1CCC(CC1)CN1C[C@@H](C([C@@H](C1)O)O)O)(F)F (3S,4R,5R)-1-(((1r,4R)-4-(trifluoromethoxy)cyclohexyl)meth-yl)piperidine-3,4,5-triol